Tribromophenyl Glycidyl Ether C(C1CO1)OC1=C(C(=C(C=C1)Br)Br)Br